4-chloro-2-fluorophenyl(1-(5-fluoropyrimidin-2-yl)-6-methyl-6,7-dihydro-1H-[1,2,3]triazolo[4,5-c]pyridin-5(4H)-yl)methanone ClC1=CC(=C(C=C1)C(=O)N1CC2=C(CC1C)N(N=N2)C2=NC=C(C=N2)F)F